7-[[5-(3-ethyl-1,2,4-oxadiazol-5-yl)-4-[[(1S)-2-hydroxy-1-phenyl-ethyl]amino]pyrimidin-2-yl]amino]-3,3-dimethyl-2,4-dihydroisoquinolin-1-one C(C)C1=NOC(=N1)C=1C(=NC(=NC1)NC1=CC=C2CC(NC(C2=C1)=O)(C)C)N[C@H](CO)C1=CC=CC=C1